C1(CC1)C1=C(C(=NO1)C1=NN(C2=C1C(=NC=C2F)N)C(C)C)C2=NNC(=C2)C 3-(5-cyclopropyl-4-(5-methyl-1H-pyrazol-3-yl)isoxazol-3-yl)-7-fluoro-1-isopropyl-1H-pyrazolo[4,3-c]pyridin-4-amine